tert-butyl 2-methyl-1,4-diazepane-1-carboxylate CC1N(CCCNC1)C(=O)OC(C)(C)C